C[N+](C)(C)CCCCCCCCCCCS.[Br-] (11-mercaptoundecyl)-N,N,N-trimethylammonium bromide